6-(2-hydroxy-2-methylpropoxy)pyrazolo[1,5-a]pyridine-3-carbonitrile-dihydrochloride Cl.Cl.OC(COC=1C=CC=2N(C1)N=CC2C#N)(C)C